CN1C=NC=2C1=NC(=CC2NC2=NC=C(C=C2)S(=O)(=O)C)NC(C(C)C)C(F)(F)F 3-methyl-N7-(5-methylsulfonyl-2-pyridyl)-N5-[2-methyl-1-(trifluoromethyl)propyl]imidazo[4,5-b]pyridine-5,7-diamine